5-((3-fluoro-4-(4-((1-(4-(6-oxo-1,6-dihydropyridazin-3-yl)-2-(trifluoromethyl)phenyl)piperidin-4-yl)methyl)piperazin-1-yl)phenyl)amino)-3-(piperidin-1-yl)-1,2,4-triazine-6-carboxamide FC=1C=C(C=CC1N1CCN(CC1)CC1CCN(CC1)C1=C(C=C(C=C1)C1=NNC(C=C1)=O)C(F)(F)F)NC=1N=C(N=NC1C(=O)N)N1CCCCC1